3-(sec-butyl)-N-(1-methylpyrrolidin-3-yl)-2-oxo-1,2,3,5-tetrahydro-4H-benzo[1,4]diazepine-4-carboxamide C(C)(CC)C1C(NC2=C(CN1C(=O)NC1CN(CC1)C)C=CC=C2)=O